1-(4-(3-aminocyclohexyl)-5,8-dihydropyrido[3,4-d]pyrimidin-7(6H)-yl)prop-2-en-1-one trifluoroacetate FC(C(=O)O)(F)F.NC1CC(CCC1)C=1C2=C(N=CN1)CN(CC2)C(C=C)=O